2,6-difluoro-3-pyrrolyl-phenyl-titanocene FC1=C(C(=CC=C1C=1NC=CC1)F)[C-]1C=CC=C1.[CH-]1C=CC=C1.[Ti+2]